2-methoxy-5-(prop-1-enyl)resorcinol COC1=C(O)C=C(C=C1O)C=CC